FC=1C=C(C(N)=NO)C=CC1N=S(=O)(C)C1=C(C=CC=C1)F 3-Fluoro-4-(((2-fluorophenyl)(methyl)(oxo)-λ6-sulfanylidene)amino)-N'-hydroxybenzimidamide